7-[[5-chloro-2-[(3s,5r)-4,4-difluoro-3,5-dimethyl-1-piperidinyl]pyrimidin-4-yl]amino]-4-methyl-1H-quinoxaline-2,3-dione ClC=1C(=NC(=NC1)N1C[C@@H](C([C@@H](C1)C)(F)F)C)NC1=CC=C2N(C(C(NC2=C1)=O)=O)C